C1=CC=C2C(=C1)C=CC=C2C(=O)CO P-naphthaleneacetic acid